CS(=O)(=O)C1=NC=C(C(=N1)OC[C@@H](OC1OCCCC1)C1=CC=CC=C1)C(F)(F)F 2-methylsulfonyl-4-[(2S)-2-phenyl-2-tetrahydropyran-2-yloxy-ethoxy]-5-(trifluoromethyl)pyrimidine